BrC1=NC(=CC=C1)C1=NN=CN1C1=C(C=CC=C1)F 2-bromo-6-(4-(2-fluorophenyl)-4H-1,2,4-triazol-3-yl)pyridine